(3-(2-([1,1'-biphenyl]-2-yl)vinyl)-1H-indazol-5-yl)(7-oxa-2-azaspiro[3.5]nonan-2-yl)methanone C1(=C(C=CC=C1)C=CC1=NNC2=CC=C(C=C12)C(=O)N1CC2(C1)CCOCC2)C2=CC=CC=C2